(S)-4-((5-Fluoropyridin-2-yl)thio)-6-(1-(piperidin-3-yl)-1H-pyrazol-4-yl)pyrazolo[1,5-a]pyridine-3-carbonitrile FC=1C=CC(=NC1)SC=1C=2N(C=C(C1)C=1C=NN(C1)[C@@H]1CNCCC1)N=CC2C#N